3-(dodecylsulfonyl)-1-(2,6,6-trimethylcyclohex-3-en-1-yl)butan-1-one C(CCCCCCCCCCC)S(=O)(=O)C(CC(=O)C1C(C=CCC1(C)C)C)C